2-(8-(benzo[d]thiazol-2-ylcarbamoyl)-3,4-dihydroisoquinolin-2(1H)-yl)thiazole-4-carboxylic acid S1C(=NC2=C1C=CC=C2)NC(=O)C=2C=CC=C1CCN(CC21)C=2SC=C(N2)C(=O)O